ClCC(=O)O[C@H]([C@@H](COC(CCl)=O)OC(CCl)=O)C1OC(CC2C1NC(O2)=O)(C(=O)OC)OP(=O)(OCCCC)OCCCC methyl 4-((1S,2R)-1,2,3-tris(2-chloroacetoxy) propyl)-6-(dibutoxyphosphoryl-oxy)-2-oxo-hexahydro-2H-pyrano[3,4-d]oxazole-6-carboxylate